FC(F)(F)C1=CC=C2C(=N1)N=C(N2)N (trifluoromethyl)imidazo[4,5-b]pyridin-2-amine